N-(2-(5-Oxo-2-((pyridin-3-ylmethyl)amino)-5,7-dihydro-6H-pyrrolo[3,4-b]pyridin-6-yl)ethyl)acetamide O=C1N(CC2=NC(=CC=C21)NCC=2C=NC=CC2)CCNC(C)=O